(4-(4-(pyridin-2-yl)-1H-1,2,3-triazol-1-yl)phenyl)methylamine N1=C(C=CC=C1)C=1N=NN(C1)C1=CC=C(C=C1)CN